1-(4-tert-butyl-phenyl)-3-(2,3-dimethoxystyryl)-5-(2,3-dimethoxyphenyl)-pyrazoline C(C)(C)(C)C1=CC=C(C=C1)N1NC(=CC1C1=C(C(=CC=C1)OC)OC)C=CC1=C(C(=CC=C1)OC)OC